FC1=C(C=CC(=C1)F)S(=O)(=O)N1CC2=C(C1)CN(C2)C([C@@H](C2=CC=CC=C2)O)=O (2R)-1-[5-(2,4-difluorobenzenesulfonyl)-1H,2H,3H,4H,5H,6H-pyrrolo[3,4-c]pyrrol-2-yl]-2-hydroxy-2-phenylethan-1-one